FC1=C(C=C(C(=C1)C)F)C(=O)N1CCC2(C(N3[C@H](O2)CC[C@H]3C3=CC(=CC(=C3)F)F)=O)CC1 (5'S,7a'R)-1-(2,5-difluoro-4-methylbenzene-1-carbonyl)-5'-(3,5-difluoro-phenyl)tetrahydro-3'H-spiro[piperidine-4,2'-pyrrolo[2,1-b][1,3]-oxazol]-3'-one